C(=C)C1=CC=C(C=C1)OC1=CC=CC=C1 1-vinyl-4-(phenyloxy)benzene